8-(1-bromoethyl)-2-(1H-indol-2-yl)-6-(trifluoromethyl)chromen-4-one 8-hydroxypyrene-1,3,6-trisulfonate OC=1C=C(C=2C=CC3=C(C=C(C=4C=CC1C2C43)S(=O)(=O)O)S(=O)(=O)O)S(=O)(=O)O.BrC(C)C=4C=C(C=C3C(C=C(OC43)C=4NC3=CC=CC=C3C4)=O)C(F)(F)F